(3,5-dimethylpyridin-2-yl)((S)-pyrrolidin-3-yl)amine dihydrochloride Cl.Cl.CC=1C(=NC=C(C1)C)N[C@@H]1CNCC1